5-bromo-1H-indazole-2-carboxylic acid tert-butyl ester C(C)(C)(C)OC(=O)N1NC2=CC=C(C=C2C1)Br